ClC=1C=C2C(=NC(=NC2=C(C1C1=CC(=CC2=CC=CC=C12)O)F)OCC1(CC1)CN1CCCC1)N1CCN(CCC1)C(C=C)=O 1-(4-(6-chloro-8-fluoro-7-(3-hydroxynaphthalen-1-yl)-2-((1-(pyrrolidin-1-ylmethyl)cyclopropyl)methoxy)quinazolin-4-yl)-1,4-diazepan-1-yl)prop-2-en-1-one